acetyl-formyl-coenzyme A C(C)(=O)C(=O)SCCNC(CCNC([C@@H](C(COP(OP(OC[C@@H]1[C@H]([C@H]([C@@H](O1)N1C=NC=2C(N)=NC=NC12)O)OP(=O)(O)O)(=O)O)(=O)O)(C)C)O)=O)=O